C1(CC1)C=1N=NN(C1)[C@H](C(=O)N1[C@@H](C[C@H](C1)O)C(=O)NC(C)C1=CC=C(C2=CC=CC=C12)F)C(C)(C)C (2S,4r)-1-[(2S)-2-(4-cyclopropyl-triazol-1-yl)-3,3-dimethyl-butyryl]-N-[1-(4-fluoro-1-naphthyl)ethyl]-4-hydroxy-pyrrolidine-2-carboxamide